C(C=C)N(C=1C=CC=2C(N(C(C3=CC=CC1C23)=O)C(CCCCCCCCCCC)CCCCCCCCCCC)=O)CC=C 6-(di-allylamino)-2-(tricosan-12-yl)-1H-benzo[de]isoquinoline-1,3(2H)-dione